COC(NC1=NC=CC(=C1)C=1C=NC(=C(C1)C(F)F)F)=O methyl(5-(difluoromethyl)-6-fluoro-[3,4'-bipyridin]-2'-yl)carbamate